C(C)C1(C(C(C=CC1)C)(C(=O)O)CCC)C(=O)O.FC(C1=CC(=C2C=CC=NC2=C1)C1(CC1)C1=C(C(=O)N)C=CC=C1)(F)F (1-(7-(trifluoromethyl)quinolin-5-yl)cyclopropyl)benzamide trans-1-ethyl-2-propyl-3-methylcyclohex-4-ene-1,2-dicarboxylate